FC=1C=C(OCC2N(C3CC(C2)C3)C(=O)C=3N=C(SC3C3=CC=CC=C3)C)C=CC1F 3-(3,4-Difluorophenoxymethyl)-2-(2-methyl-5-phenyl-1,3-thiazol-4-carbonyl)-2-azabicyclo[3.1.1]heptan